C(CCCCCCC)N(C(CCCC(=O)O)=O)CCCCCCCC 5-(dioctylamino)-5-oxopentanoic acid